methyl 2-((1s,3s)-3-((tert-butoxycarbonyl) amino)-3-methylcyclobutoxy)-5-fluorobenzoate C(C)(C)(C)OC(=O)NC1(CC(C1)OC1=C(C(=O)OC)C=C(C=C1)F)C